[B](F)F.CN(C1=CC=C(C=C1)C(CC(=O)C1=CC=C(C=C1)CC)=O)C 1-(4-(dimethylamino)phenyl)-3-(4-ethylphenyl)propane-1,3-dione boron difluoride